CN1N=C(C(=C1C)C=1C=C2C(=NC1)NC=C2C=2C=CC=1N(C2)N=CN1)C 6-(5-(1,3,5-trimethyl-1H-pyrazol-4-yl)-1H-pyrrolo[2,3-b]pyridin-3-yl)-[1,2,4]triazolo[1,5-a]pyridine